tert-Butyl 2-(((6-((3,4-dihydroisoquinolin-2(1H)-yl)-methyl)-4-oxo-4H-pyran-3-yl)oxy)-methyl)-7-azaspiro[3.5]-nonane-7-carboxylate C1N(CCC2=CC=CC=C12)CC1=CC(C(=CO1)OCC1CC2(C1)CCN(CC2)C(=O)OC(C)(C)C)=O